CN(CCN(C=1C(=CC(=CC1)NC=1N=C(C2=C(N1)NC=C2)C2=CNC1=CC=C(C=C21)C)N(C)C)C)C N1-(2-(dimethylamino)ethyl)-N1,N2,N2-trimethyl-N4-(4-(5-methyl-1H-indol-3-yl)-7H-pyrrolo[2,3-d]pyrimidin-2-yl)benzene-1,2,4-triamine